CN(C)CC=1C=CC=CC1 3-[(dimethylamino)methyl]benzene